(4-fluorophenyl)(methyl)((4-(5-(trifluoromethyl)-1,2,4-oxadiazol-3-yl)phenyl)imino)-λ6-sulfanone FC1=CC=C(C=C1)S(=O)(=NC1=CC=C(C=C1)C1=NOC(=N1)C(F)(F)F)C